NC[C@H]1NC([C@H](SCC1)C1=CC=C(C=C1)OC1CCCC1)=O (2R,5S)-5-(aminomethyl)-2-[4-(cyclopentoxy)phenyl]-1,4-thiazepan-3-one